(R)-1-((7-cyano-2-(2,2'-dimethyl-3'-(3-(pyrrolidin-1-ylmethyl)-1,7-naphthyridin-8-ylamino)biphenyl-3-yl)benzo[d]oxazol-5-yl)methyl)-3-methylpyrrolidine-3-carboxylic acid C(#N)C1=CC(=CC=2N=C(OC21)C=2C(=C(C=CC2)C2=C(C(=CC=C2)NC=2N=CC=C1C=C(C=NC21)CN2CCCC2)C)C)CN2C[C@@](CC2)(C(=O)O)C